(1S,2S,4S)-1,7,7-trimethylbicyclo[2.2.1]hept-2-ylpropanoate C[C@]12[C@H](C[C@H](CC1)C2(C)C)OC(CC)=O